CNC(C=C)=O N-Methylacrylamide